(piperidin-4-yl)quinolin-4-amine hydrochloride Cl.N1CCC(CC1)C1=NC2=CC=CC=C2C(=C1)N